tert-Butyl (3R)-4-(10-hydroxy-10-((1-oxo-2,7-naphthyridin-2(1H)-yl)methyl)-7-azaspiro[4.5]decane-7-carbonyl)-3-phenylpiperazine-1-carboxylate OC1(CCN(CC12CCCC2)C(=O)N2[C@@H](CN(CC2)C(=O)OC(C)(C)C)C2=CC=CC=C2)CN2C(C1=CN=CC=C1C=C2)=O